C(C1=CC=CC=C1)NC(N(C1CCC(CC1)NC1=NC=C(C=C1)C#N)C=1C=CC(=C(C1)NC(C=C)=O)Br)=O N-(5-(3-benzyl-1-((1r,4r)-4-((5-cyanopyridin-2-yl)amino)cyclohexyl)ureido)-2-bromophenyl)acrylamide